C1(=CC=CC=C1)C1CN(CC1)C=1N=CSC1 4-(3-phenylpyrrolidin-1-yl)thiazol